5-fluoro-1,3-dimethyl-2-nitrobenzene FC=1C=C(C(=C(C1)C)[N+](=O)[O-])C